BrCC1=NC(=CC(=C1)OCC(=O)N)CBr 2,6-dibromomethylpyridine-4-oxyacetamide